(R)-1-chloro-3-(4-(2-(4-((S)-2-hydroxy-3-thiomorpholinopropoxy)phenyl)propan-2-yl)phenoxy)propan-2-ol ClC[C@@H](COC1=CC=C(C=C1)C(C)(C)C1=CC=C(C=C1)OC[C@H](CN1CCSCC1)O)O